(R)-6-(2-(2-chlorophenyl)-2-hydroxyacetyl)-2-(1-(thiophen-2-yl)cyclopropyl)-5,6,7,8-tetrahydropyrido[4,3-d]pyrimidin-4(3H)-one ClC1=C(C=CC=C1)[C@H](C(=O)N1CC2=C(N=C(NC2=O)C2(CC2)C=2SC=CC2)CC1)O